azepino-benzofuran O1CC=C2C1=C1C(C=C2)=NC=CC=C1